2H,4H-pyrazolo[4,3-b]Indole N=1NC=C2NC=3C=CC=CC3C21